C(C1CO1)C1(C(CCCC1)(C(=O)O)CC1CO1)C(=O)O Diglycidyl-1,2-cyclohexanedicarboxylic acid